6-(((2S,3R,4R)-1-acetyl-2-cyclopropyl-6-fluoro-3-methyl-1,2,3,4-tetrahydroquinolin-4-yl)amino)nicotinamide C(C)(=O)N1[C@H]([C@@H]([C@H](C2=CC(=CC=C12)F)NC1=NC=C(C(=O)N)C=C1)C)C1CC1